(5RS)-3-(3-bromopyridin-4-yl)-5-(4-methylbenzyl)-5,6-dihydro-4H-1,2,4-oxadiazine BrC=1C=NC=CC1C1=NOC[C@H](N1)CC1=CC=C(C=C1)C |r|